(pent-4-enamide) butyrate C(CCC)(=O)O.C(CCC=C)(=O)N